N1=CN=C(C2=C1NC1=C2CSCC1)C=1CCN(CC1)C(=O)OC(C)(C)C tert-Butyl 4-(5,7,8,9-tetrahydrothiopyrano[3',4':4,5]pyrrolo[2,3-d]pyrimidin-4-yl)-3,6-dihydropyridine-1(2H)-carboxylate